2-[(6-chloro-1,2,3,4-tetrahydroacridin-9-yl)sulfanyl]-N-(2-methoxyethyl)acetamide ClC=1C=C2N=C3CCCCC3=C(C2=CC1)SCC(=O)NCCOC